5-((4-chloro-5-((3,6-dihydro-2H-pyran-4-yl)ethynyl)-3-fluoropyridin-2-yl)oxy)-1H-1,2,3-triazole-4-carboxylic acid ClC1=C(C(=NC=C1C#CC=1CCOCC1)OC1=C(N=NN1)C(=O)O)F